N-(1-((2R,4R,5R)-5-((bis(4-methoxyphenyl)(phenyl)methoxy)methyl)-4-hydroxytetrahydrofuran-2-yl)-5-methyl-2-oxo-1,2-dihydropyrimidin-4-yl)benzamide COC1=CC=C(C=C1)C(OC[C@@H]1[C@@H](C[C@@H](O1)N1C(N=C(C(=C1)C)NC(C1=CC=CC=C1)=O)=O)O)(C1=CC=CC=C1)C1=CC=C(C=C1)OC